(R)-1-bromo-6,7,8,9-tetrahydro-5H-benzo[7]annulen-5-amine BrC1=CC=CC2=C1CCCC[C@H]2N